ClC=1N=C(N=NC1C#N)N1CC(CCC1)N1C(N(CC1)C1COC1)=O 5-chloro-3-(3-(3-(oxetan-3-yl)-2-oxoimidazolin-1-yl)piperidin-1-yl)-1,2,4-triazin-6-carbonitrile